FC1=C(C=CC=C1C(C)C1=CN=C(N1)C1=C(C=CC(=C1)OC=1C(=C2C=CNC2=CC1F)C)F)C1C(C1)C(=O)OCC Ethyl 2-(2-fluoro-3-(1-(2-(2-fluoro-5-((6-fluoro-4-methyl-1H-indol-5-yl)oxy)phenyl)-1H-imidazol-5-yl)ethyl)phenyl)cyclopropane-1-carboxylate